ClS(=O)(=O)OCC(C(=O)OC(C)(C)C)(C)C tert-butyl 3-((chlorosulfonyl) oxy)-2,2-dimethylpropionate